C1(CCC1)C=1C(=NN(C1NC(C[C@H]1C(C(C1)(F)F)(F)F)=O)C)C1(CC1)C1=CC=CC=C1 (R)-N-(4-cyclobutyl-1-methyl-3-(1-phenylcyclopropyl)-1H-pyrazol-5-yl)-2-(2,2,3,3-tetrafluorocyclobutyl)acetamide